5-Chloro-8-((2-(3-(6-fluoro-[1,2,4]triazolo[4,3-a]pyridin-7-yl)propyl)-2-azaspiro[3.3]heptan-6-yl)oxy)chroman-4-one ClC1=C2C(CCOC2=C(C=C1)OC1CC2(CN(C2)CCCC2=CC=3N(C=C2F)C=NN3)C1)=O